N-margaroyl-alanine C(CCCCCCCCCCCCCCCC)(=O)N[C@@H](C)C(=O)O